C1C(OC2=CC=CC=C2C1=O)C3=CC=CC=C3 The molecule is the simplest member of the class of flavanones that consists of flavan bearing an oxo substituent at position 4. It derives from a hydride of a flavan.